N-(3-(5-chloro-1H-indol-3-yl)propyl)-4-(3-(4-(trifluoromethyl)piperidin-1-yl)propoxy)benzenesulfonamide Magnesium [Mg].ClC=1C=C2C(=CNC2=CC1)CCCNS(=O)(=O)C1=CC=C(C=C1)OCCCN1CCC(CC1)C(F)(F)F